2-chloro-5,6-dibromopyrimidine ClC1=NC(=C(C=N1)Br)Br